C[Si](N([Si](C)(C)C)CCC[Si](OCC)(OCC)C)(C)C N,N-bis(trimethylsilyl)-aminopropylmethyldiethoxysilane